CC1COCC1 (3ξ)-3-methyltetrahydrofuran